N-(2-cyano-1-cyclopropylethyl)-4-(2,3-dihydro-2-oxo-1H-imidazo[4,5-b]pyridin-7-yl)-1H-pyrazole-1-carboxamide C(#N)CC(C1CC1)NC(=O)N1N=CC(=C1)C1=C2C(=NC=C1)NC(N2)=O